4-(4-fluorophenyl)-1-(5-methyl-1,3,4-thiadiazol-2-yl)butan-2-one FC1=CC=C(C=C1)CCC(CC=1SC(=NN1)C)=O